2-(((3R,4R)-3-hydroxytetrahydro-2H-pyran-4-yl)amino)pyrrolo[2,1-f][1,2,4]triazine-6-carbonitrile O[C@H]1COCC[C@H]1NC1=NN2C(C=N1)=CC(=C2)C#N